(2R,4S)-4-[[(2S)-2-aminobutanoyl]amino]-2-(4-boronobutyl)piperidine-2-carboxylic acid N[C@H](C(=O)N[C@@H]1C[C@@](NCC1)(C(=O)O)CCCCB(O)O)CC